COC=1C=C(\C=N\NC(C2=CC(=NC=C2)C2=CC=C(C=C2)OC(C)C)=O)C=C(C1)OC (E)-N'-(3,5-dimethoxybenzylidene)-2-(4-isopropoxyphenyl)isonicotinohydrazide